N1N=NC2=C1C=CC=C2 1H-1,2,3-benzotriazole